C(C1=CC=CC=C1)S(=O)(=O)NC(C1=CC=C(C=C1)N1CCN(CC1)C(C1=CC(=C(C=C1)C=1C=[N+](C=C(C1)O)CC)F)=O)=O N-benzylsulfonyl-4-[4-[4-(1-ethyl-5-hydroxypyridin-1-ium-3-yl)-3-fluorobenzoyl]piperazine-1-yl]benzamide